C(C)OCC1=CC=C(C=C1)C1=CC=C(C=C1)COCC 4,4'-diethoxymethyl-biphenyl